5-methyl-6-(3-(2-methyl-6,7-dihydropyrazolo[1,5-a]pyrimidin-4(5H)-yl)-7,8-dihydro-1,6-naphthyridin-6(5H)-yl)pyridazine-3-carbonitrile CC=1C=C(N=NC1N1CC=2C=C(C=NC2CC1)N1C=2N(CCC1)N=C(C2)C)C#N